ClC1=NC=CC2=CC(=CC=C12)OCC1(CC1)C(=O)N 1-(((1-chloroisoquinolin-6-yl)oxy)methyl)cyclopropane-1-carboxamide